6-(3-Amino-6-(1-isobutyl-1H-pyrazol-4-yl)pyrazin-2-yl)-2-(3,5-dimethoxyphenyl)pyridazin-3(2H)-on NC=1C(=NC(=CN1)C=1C=NN(C1)CC(C)C)C=1C=CC(N(N1)C1=CC(=CC(=C1)OC)OC)=O